((1s,3s)-3-hydroxy-3-methylcyclobutyl)(6-((1-methyl-1H-indazol-6-yl)methyl)-2-azaspiro[3.3]hept-2-yl)methanone OC1(CC(C1)C(=O)N1CC2(C1)CC(C2)CC2=CC=C1C=NN(C1=C2)C)C